tert-Butyl 6-(1-ethyl-1H-pyrazol-4-yl)-3-((1S,2S)-2-fluorocyclopropanecarboxamido)cinnolin-8-ylcarbamate C(C)N1N=CC(=C1)C=1C=C2C=C(N=NC2=C(C1)NC(OC(C)(C)C)=O)NC(=O)[C@H]1[C@H](C1)F